COC=1C=C2C(=CN1)N(C=C2)CC2CC1(CN(C1)C(=O)N1C[C@@H]3[C@@H](OCC(N3)=O)CC1)C2 (4aR,8aS)-6-[6-[(5-methoxypyrrolo[2,3-c]pyridin-1-yl)methyl]-2-azaspiro[3.3]heptane-2-carbonyl]-4,4a,5,7,8,8a-hexahydropyrido[4,3-b][1,4]oxazin-3-one